C(C)OC(=O)C1=NN(N=C1Br)COCC[Si](C)(C)C 5-bromo-2-((2-(trimethylsilyl)ethoxy)methyl)-2H-1,2,3-triazole-4-carboxylic acid ethyl ester